4,5-Di-chloro-2-octyl-4-isothiazolin-3-one ClC=1C(N(SC1Cl)CCCCCCCC)=O